C(CCCCCCCCCC)(=O)NCCCCCC 6-undecanoylaminohexane